1,3,2-diazaphosphorine N1=PN=CC=C1